3-[3-(4-Fluorophenylamino)-2-hydroxypropyl]-1H-1,2,4-triazol-5(4H)-one FC1=CC=C(C=C1)NCC(CC1=NNC(N1)=O)O